(2-(4-((3S,4S)-3,4-dihydroxypyrrolidin-1-yl)-2-fluorophenyl)-4-phenyl-2H-indazol-6-yl)((R)-1-methyl-3,4-dihydroisoquinolin-2(1H)-yl)methanone O[C@H]1CN(C[C@@H]1O)C1=CC(=C(C=C1)N1N=C2C=C(C=C(C2=C1)C1=CC=CC=C1)C(=O)N1[C@@H](C2=CC=CC=C2CC1)C)F